(3aS,5S,7R,7aR)-7-(4-bromophenyl)-5-hydroxyhexahydroisobenzofuran BrC1=CC=C(C=C1)C=1C[C@H](C[C@@H]2COCC12)O